ClC1=NC(=NC=2N3[C@H](COCC21)COCCC3)OC[C@]32CCCN2C[C@@H](C3)F (S)-4-chloro-2-(((2R,7aS)-2-fluorotetrahydro-1H-pyrrolizin-7a(5H)-yl)methoxy)-7a,8,11,12-tetrahydro-5H,7H,10H-[1,4]oxazepino[3,4-c]pyrimido[4,5-e][1,4]oxazepine